C(C)(C)(C)C1=CC(=NO1)N 5-(Tert-butyl)isoxazol-3-amine